C(\C=C\C1=CC=C(C=C1)O)(=O)C(N(C(\C=C\C1=CC=C(C=C1)O)=O)C(\C=C\C1=CC=C(C=C1)O)=O)CCCNCCCN tri-p-coumaroyl-spermidine